FC=1C=CC(=C(C1)C(\C=C\C1=CC=CC=C1)=O)O (E)-1-(5-fluoro-2-hydroxyphenyl)-3-phenylprop-2-en-1-one